(phenyldibenzothiophenyl)(diphenyltriazinyl)(pyridinyl)benzene tert-butyl-(benzo[c][1,2,5]oxadiazol-4-ylmethyl)carbamate C(C)(C)(C)N(C(O)=O)CC1=CC=CC2=NON=C21.C2(=CC=CC=C2)C2=C(C1=C(SC3=C1C=CC=C3)C=C2)C=2C(=C(C=CC2)C2=NC=CC=C2)C2=NN=NC(=C2C2=CC=CC=C2)C2=CC=CC=C2